ClC1=NC(=CC=C1F)Cl 2,6-dichloro-3-fluoropyridine